5-Amino-1-cyclopropyl-3-[4-[2-[[3-(2,2-dimethylpropyl)isoxazol-5-yl]amino]-1-methyl-2-oxoethyl]phenyl]pyrazole-4-carboxamide NC1=C(C(=NN1C1CC1)C1=CC=C(C=C1)C(C(=O)NC1=CC(=NO1)CC(C)(C)C)C)C(=O)N